2-(3,5-dimethyl-4H-1,2,4-triazol-4-yl)-3-fluoro-6-(tributylstannyl)pyridine CC1=NN=C(N1C1=NC(=CC=C1F)[Sn](CCCC)(CCCC)CCCC)C